3-(4-chlorophenyl)isothiazolo[4,3-d]pyrimidin-7(6H)-one ClC1=CC=C(C=C1)C=1SN=C2C1N=CNC2=O